FC(CC1(CCN(CC1)C(=O)OC(C)(C)C)C(=O)OC)(F)F O1-tert-Butyl O4-methyl 4-(2,2,2-trifluoroethyl)piperidine-1,4-dicarboxylate